CN1N=C(C=C1N)C 2,5-dimethylpyrazole-3-amine